N1C=2C(=NC(=C1)B(O)O)N=CC2 PYRROLO[2,3-B]PYRAZIN-3-YLBORONIC ACID